1-(6-chloropyridine-2-yl)cyclopropan-1-ol ClC1=CC=CC(=N1)C1(CC1)O